3-(5-(pyridin-3-ylethynyl)pyridin-2-yl)-5-(pyrrolidin-2-yl)-1,2,4-oxadiazole N1=CC(=CC=C1)C#CC=1C=CC(=NC1)C1=NOC(=N1)C1NCCC1